C(C)(=O)O[C@@H]1CCOC2=CC(=CC(=C12)F)F (R)-5,7-difluoro-3,4-dihydro-2H-chromen-4-ol acetate